(5-(pyridin-3-yl)isoxazol-3-yl)methyl methanesulfonate CS(=O)(=O)OCC1=NOC(=C1)C=1C=NC=CC1